4-(2-((1-((1R,5S)-8-oxabicyclo[3.2.1]octan-3-yl)-1H-pyrazol-4-yl)amino)-5-methylpyrimidin-4-yl)-N-((S)-1-cyanoethyl)benzamide [C@H]12CC(C[C@H](CC1)O2)N2N=CC(=C2)NC2=NC=C(C(=N2)C2=CC=C(C(=O)N[C@@H](C)C#N)C=C2)C